2-(3,5-dichlorophenyl)indolo[3,2,1-jk]carbazole ClC=1C=C(C=C(C1)Cl)C=1C=C2C=3C=CC=CC3N3C2=C(C1)C1=CC=CC=C13